C(C)N(CC)CC1=CC=C(C=C)C=C1 p-(N,N-diethylaminomethyl)styrene